NC1=CC=CC=2OC3=CC=CC=C3NC12 1-amino-phenoxazine